FC=1C2=C(C(=NC1)C1=CC=C(C(=O)NC34CCC(CC3)(CC4)O)C=C1)C=CN2 4-(7-fluoro-1H-pyrrolo[3,2-c]pyridin-4-yl)-N-(4-hydroxybicyclo[2.2.2]oct-1-yl)benzamide